C(C)(=O)OC1=C(C=CC=C1)[S+](C1=CC=CC=C1)C1=C(C=CC=C1)OC(C)=O bis(acetoxyphenyl)phenylsulfonium